C(C1=CC=CC=C1)[C@@H]1N(C(OC1)=O)C([C@@H](CC1=NOC2=C1C=CC(=C2)Br)[C@@H]2CN(CC2)C(=O)OC(C)(C)C)=O tert-butyl (R)-3-((S)-1-((S)-4-benzyl-2-oxooxazolidin-3-yl)-3-(6-bromobenzo[d]isoxazol-3-yl)-1-oxopropane-2-yl)pyrrolidine-1-carboxylate